(S)-N-(4-(4-((2-amino-2,4-dimethylpent-4-en-1-yl)oxy)-3-cyanophenyl)pyridin-2-yl)-3,3-difluorocyclobutane-1-carboxamide N[C@](COC1=C(C=C(C=C1)C1=CC(=NC=C1)NC(=O)C1CC(C1)(F)F)C#N)(CC(=C)C)C